1,4-bis[α-(tert-butyldioxy)-iso-propoxy]benzene C(C)(C)(C)OOC(C)(C)OC1=CC=C(C=C1)OC(C)(C)OOC(C)(C)C